BrC=1C=C2C(=NC1)COCC2(C)F 3-bromo-5-fluoro-5-methyl-5,8-dihydro-6H-pyrano[3,4-b]pyridine